1-((3s,4R)-4-(3,5-difluorophenyl)-1-(2-methoxyethyl)pyrrolidin-3-yl)-3-(3-((R)-2-hydroxybutoxy)-4-methyl-1-phenyl-1H-pyrazol-5-yl)urea FC=1C=C(C=C(C1)F)[C@H]1[C@@H](CN(C1)CCOC)NC(=O)NC1=C(C(=NN1C1=CC=CC=C1)OC[C@@H](CC)O)C